4-[(2R,5S)-2-[[bis(4-methoxyphenyl)-phenyl-methoxy]methyl]-5-(2,4-dioxopyrimidin-1-yl)-4-fluoro-4-methyl-tetrahydrofuran-3-yl]oxy-4-oxo-butanoic acid COC1=CC=C(C=C1)C(OC[C@H]1O[C@@H](C(C1OC(CCC(=O)O)=O)(C)F)N1C(NC(C=C1)=O)=O)(C1=CC=CC=C1)C1=CC=C(C=C1)OC